N[C@@H]1[C@@H](OCC12CCN(CC2)C=2C(=NC(=C(N2)C)SC2=C(C(=NC=C2)NC2CC2)Cl)CO)C {3-[(3S,4S)-4-amino-3-methyl-2-oxa-8-azaspiro[4.5]decan-8-yl]-6-{[3-chloro-2-(cyclopropylamino)pyridin-4-yl]sulfanyl}-5-methylpyrazin-2-yl}methanol